ClC1=CC=C(C=C1)C(C(F)(F)F)NS(=O)(=O)C1=CN=NC(=C1)OC N-(1-(4-chlorophenyl)-2,2,2-trifluoroethyl)-6-methoxypyridazine-4-sulfonamide